4,4'-bis[N-1-naphthyl-N-phenylamino]biphenyl C1(=CC=CC2=CC=CC=C12)N(C1=CC=CC=C1)C1=CC=C(C=C1)C1=CC=C(C=C1)N(C1=CC=CC2=CC=CC=C12)C1=CC=CC=C1